(2-((2-(2,6-dioxopiperidin-3-yl)-1,3-dioxoisoindolin-4-yl)oxy)ethyl)picolinamide O=C1NC(CCC1N1C(C2=CC=CC(=C2C1=O)OCCC=1C(=NC=CC1)C(=O)N)=O)=O